C(C1=CC=CC=C1)(=O)SC1=CC=C(C=C1)Cl S-(4-chlorophenyl) thiobenzoate